propyl-ammonium chloride [Cl-].C(CC)[NH3+]